3-fluoro-6-oxo-2H,3H,4H,6H-pyrimido[2,1-b][1,3]thiazine-7-carbonitrile FC1CN2C(SC1)=NC=C(C2=O)C#N